4-morpholino-2-[(2E)-2-(m-tolylmethylene)hydrazino]thieno[3,2-d]pyrimidine-6-carboxamide O1CCN(CC1)C=1C2=C(N=C(N1)N/N=C/C=1C=C(C=CC1)C)C=C(S2)C(=O)N